3-(5-(4-Methyl-6-(methylamino)pyridin-2-yl)-1-oxoisoindolin-2-yl)piperidine-2,6-dione CC1=CC(=NC(=C1)NC)C=1C=C2CN(C(C2=CC1)=O)C1C(NC(CC1)=O)=O